(3-(4-(3-aminopropyl)piperazin-1-yl)propyl)carbamate NCCCN1CCN(CC1)CCCNC([O-])=O